6-methyl-1,4-dihydropyridine-3,5-dicarboxylic acid ethyl ester C(C)OC(=O)C1=CNC(=C(C1)C(=O)O)C